ClC1=CC=C(CNC(=O)C2=NN(C=3C(N(CCC32)CC3(CC3)S(=O)(=O)N3CC(C3)O)=O)C)C=C1 N-(4-Chlorobenzyl)-6-((1-((3-hydroxyazetidin-1-yl)sulfonyl)cyclopropyl)methyl)-1-methyl-7-oxo-4,5,6,7-tetrahydro-1H-pyrazolo[3,4-c]pyridine-3-carboxamide